C(C)(C)(C)OC(=O)N(C=1C=CC(N(C1)CC(=O)OCC)=O)CCCCCCCCCCCCCCN1C(C2=CC=CC=C2C1=O)=O ethyl 2-(5-((tert-butoxycarbonyl)(14-(1,3-dioxoisoindolin-2-yl)tetradecyl) amino)-2-oxopyridin-1(2H)-yl)acetate